alpha-methylphenylethyl alcohol CC(CC1=CC=CC=C1)O